7-bromo-3,4-dihydrobenzo[4,5]imidazo[1,2-a]pyrazine-2(1H)-carboxylic acid tert-butyl ester C(C)(C)(C)OC(=O)N1CC=2N(CC1)C1=C(N2)C=CC(=C1)Br